1-(3,5-difluorophenyl)-N-[(3,5-difluorophenyl)methyl]methanamine FC=1C=C(C=C(C1)F)CNCC1=CC(=CC(=C1)F)F